C[C@H]1[C@@H]([C@H]([C@H]([C@@H](O1)O[C@H](CO)[C@H]([C@H](CO)O)O)O)O)O The molecule is an alpha-L-rhamnoside consisting of D-ribitol having an alpha-L-rhamnosyl residue attached at the 4-position. It has a role as a hapten. It derives from a ribitol.